C(C1=CC=CC=C1)NC(CNC(OC(C)C)=O)=O Isopropyl (2-(benzylamino)-2-oxoethyl)carbamate